NC1=C(C(=O)NC2=C(C=CC(=C2)C(C)C=2SC=CN2)OC)C=CC(=N1)COC 2-amino-N-{2-methoxy-5-[1-(thiazol-2-yl)ethyl]phenyl}-6-(methoxymethyl)nicotinamide